3-chloro-2-hydroxyphenyl-boronic acid ClC=1C(=C(C=CC1)B(O)O)O